C[Si](OCCCCC)(OCCCCC)CC1=CC=CC=C1 methyl-(benzyl)dipentoxysilane